C(C)(=O)C1=NN(C2=CC=C(C=C12)C=1C=NC(=NC1)C)CC(=O)N1[C@@H](C[C@](C1)(F)CN)C(=O)NC1=NC(=CC=C1)Br (2S,4S)-1-(2-(3-acetyl-5-(2-methylpyrimidin-5-yl)-1H-indazol-1-yl)acetyl)4-(aminomethyl)-N-(6-bromopyridin-2-yl)-4-fluoropyrrolidine-2-carboxamide